FC1=CC=C2C(=NN=CC2=C1)CC1=CC(=NC=C1)N1C(C(C2=CC=CC=C12)(C)O)=O 7-fluoro-4-((2-(3-hydroxy-3-methyl-2-oxoindolin-1-yl)pyridin-4-yl)methyl)phthalazin